2-methyl-1-[(2-methylpropanoyl)oxy]propyl piperidine-1-carboxylate N1(CCCCC1)C(=O)OC(C(C)C)OC(C(C)C)=O